perfluorohexyl-trisethoxysilane FC(C(F)(F)F)(O[Si](OC(C(F)(F)F)(F)F)(OC(C(F)(F)F)(F)F)C(C(C(C(C(C(F)(F)F)(F)F)(F)F)(F)F)(F)F)(F)F)F